N1=NC(=CC2=C1C1=C(CCC2)C=CC=C1)N1N=C(N=C1N)NC=1C=NC(=CC1)N1CCN(CC1)C1C2CCC(C1)C2 1-(6,7-dihydro-5H-benzo[6,7]cyclohepta[1,2-c]pyridazin-3-yl)-N3-(6-(4-(bicyclo[2.2.1]heptan-2-yl)piperazin-1-yl)pyridin-3-yl)-1H-1,2,4-triazole-3,5-diamine